ethyl 3-(isoquinolin-1-yl)isoxazole-5-carboxylate C1(=NC=CC2=CC=CC=C12)C1=NOC(=C1)C(=O)OCC